FC=1C(=C2C(=NC(=NN2C1)NC1CCC2(CC2)CC1)OC)C1=CC=2N(C=C1)N=CC2C(=O)NC 5-(6-fluoro-4-methoxy-2-(spiro[2.5]oct-6-ylamino)pyrrolo[2,1-f][1,2,4]triazin-5-yl)-N-methylpyrazolo[1,5-a]pyridine-3-carboxamide